2-(2-thienyl)piperidine S1C(=CC=C1)C1NCCCC1